N-[(S)-1-(4-chloro-3-methoxyphenyl)ethyl]-4-(4,7-diaza-7-spiro[2.6]nonyl)-8-methoxy-6-methyl-1,7-diaza-3-naphthamide ClC1=C(C=C(C=C1)[C@H](C)NC(=O)C=1C=NC2=C(N=C(C=C2C1N1CCNC2(CC2)CC1)C)OC)OC